FC(C(=O)O)(F)F.NC1C(C1)C1=C(C=C(C=C1)NC1=NC=2N(C(=C1)NC1CC1)N=CC2C#N)CS(=O)(=O)C 5-((4-(2-aminocyclopropyl)-3-((methylsulfonyl)methyl)phenyl)amino)-7-(cyclopropylamino)pyrazolo[1,5-a]pyrimidine-3-carbonitrile monotrifluoroacetic acid salt